FC1=CC=C(C=C1)C=CC(=O)C1=CC=CC=C1 3-(4-fluorophenyl)-1-phenyl-2-propen-1-one